1-bromo-4-(vinylsulfonyl)benzeneadipyl-CoA BrC1(CC=C(C=C1)S(=O)(=O)C=C)C(CCCC(=O)SCCNC(CCNC([C@@H](C(COP(OP(OC[C@@H]1[C@H]([C@H]([C@@H](O1)N1C=NC=2C(N)=NC=NC12)O)OP(=O)(O)O)(=O)O)(=O)O)(C)C)O)=O)=O)C(=O)O